O.O.[N+](=O)([O-])[O-].[Sb].[NH4+] ammonium antimony nitrate dihydrate